(1'R,2'R)-3-bromo-5'-methyl-2'-(prop-1-en-2-yl)-1',2',3',4'-Tetrahydro-[1,1'-biphenyl]-2,4-diol BrC1=C(C(=CC=C1O)[C@H]1[C@@H](CCC(=C1)C)C(=C)C)O